1-((2S,5S)-9-(5,5-dimethylhex-1-yn-1-yl)-2,3-dihydro-2,5-methanopyrido[3,4-f][1,4]oxazepin-4(5H)-yl)-3,3-difluoro-2,2-dimethylpropan-1-one CC(CCC#CC1=CN=CC=2[C@H]3N(C[C@@H](OC21)C3)C(C(C(F)F)(C)C)=O)(C)C